OCCN(C)CC=1NC(C2=C(N1)C=C(S2)C=2C=NNC2C)=O 2-{[(2-hydroxyethyl)(methyl)amino]methyl}-6-(5-methyl-1H-pyrazol-4-yl)thieno[3,2-d]pyrimidin-4(3H)-one